Tert-butyl (6-bromo-5-fluoropyridin-3-yl)carbamate BrC1=C(C=C(C=N1)NC(OC(C)(C)C)=O)F